2-(difluoromethyl)-4-methoxy-6-nitro-1H-benzo[d]imidazole FC(C1=NC2=C(N1)C=C(C=C2OC)[N+](=O)[O-])F